OC(=O)C(F)(F)F.CC(COC1=NC=CC=C1C(F)(F)F)(C)NC(CC1NCCC1)=O N-(2-methyl-1-((3-(trifluoromethyl)pyridin-2-yl)oxy)propan-2-yl)-2-(pyrrolidin-2-yl)acetamide TFA salt